N-(2-Aminocyclohexyl)-6-[3-(5-chloro-2-methoxypyridine-3-sulfonamido)-2,6-difluorophenyl]-7-fluoro-1H-indazole-3-carboxamide NC1C(CCCC1)NC(=O)C1=NNC2=C(C(=CC=C12)C1=C(C(=CC=C1F)NS(=O)(=O)C=1C(=NC=C(C1)Cl)OC)F)F